(2S,4S)-4-(4-(8-chloro-5,6-dihydro-11H-benzo[5,6]cyclohepta[1,2-b]pyridin-11-ylidene)piperidin-1-yl)pyrrolidine-2-carboxylic acid tri-hydrochloride salt Cl.Cl.Cl.ClC=1C=CC2=C(CCC=3C(=NC=CC3)C2=C2CCN(CC2)[C@H]2C[C@H](NC2)C(=O)O)C1